3-Hydroxy-β,β-carotene-4,4'-dione OC1CC(C)(C)C(=C(C1=O)C)\C=C\C(\C)=C\C=C\C(\C)=C\C=C\C=C(/C)\C=C\C=C(/C)\C=C\C1=C(C)C(CCC1(C)C)=O